C(C#C)OC1=CC=C(C=C1)C1(CC1)C(=O)O 1-(4-prop-2-ynoxyphenyl)cyclopropanecarboxylic acid